NC1CCN(CC1)C=1N(C(C(=C(N1)C1=CC(=C(C=C1)C#N)F)C=1C=C(C(=O)O)C=CC1)=O)C 3-[2-(4-amino-piperidin-1-yl)-4-(4-cyano-3-fluoro-phenyl)-1-methyl-6-oxo-1,6-dihydro-pyrimidin-5-yl]-benzoic acid